ClC1=CC2=C(C[Se](C2)=O)C=C1 5-chloro-1,3-dihydrobenzo[c]selenophen-2-oxide